ClC=1N=C2C(=C(C=NC2=CC1)C#N)NC1=C(C(=C(C=C1)OC(F)F)Cl)F 6-Chloro-4-((3-chloro-4-(difluoromethoxy)-2-fluorophenyl)amino)-1,5-naphthyridine-3-carbonitrile